2-Amino-7-fluoro-4-(5-fluoro-3-(2-methyl-2,6-diazabicyclo[3.2.1]octan-6-yl)-7,9-dihydrofuro[3,4-f]quinazolin-6-yl)thieno[3,2-c]pyridine-3-carbonitrile NC1=C(C=2C(=NC=C(C2S1)F)C=1C2=C(C=3C=NC(=NC3C1F)N1C3CCN(C(C1)C3)C)COC2)C#N